(5-(4-(4-cyanophenyl)-4-fluoropiperidine-1-carbonyl)-2-(trifluoromethyl)phenyl)-3-(tetrahydrofuran-3-yl)urea C(#N)C1=CC=C(C=C1)C1(CCN(CC1)C(=O)C=1C=CC(=C(C1)NC(=O)NC1COCC1)C(F)(F)F)F